2-(4-(7-(1-ethyl-1H-pyrazol-4-yl)imidazo[1,2-a]pyridin-3-yl)phenyl)-5-methyl-1,3,4-oxadiazole C(C)N1N=CC(=C1)C1=CC=2N(C=C1)C(=CN2)C2=CC=C(C=C2)C=2OC(=NN2)C